NC=1C=NC=C(C1C1=CC(=C(C(=O)NC=2C=NC(=C(C2)Cl)N2N=CC=N2)C=C1F)Cl)C=C 4-(3-Amino-5-vinylpyridin-4-yl)-2-chloro-N-(5-chloro-6-(2H-1,2,3-triazol-2-yl)pyridine-3-yl)-5-fluorobenzamide